4-(2,2-Difluoro-1-methyl-vinyloxy)-3,5-dimethoxy-β-nitrostyrene FC(=C(OC1=C(C=C(C=C[N+](=O)[O-])C=C1OC)OC)C)F